tert-butyl 5-[methoxy(methyl)carbamoyl]-2-azabicyclo[2.2.1]heptane-2-carboxylate CON(C(=O)C1C2CN(C(C1)C2)C(=O)OC(C)(C)C)C